CCCCC/C=C\C/C=C\C/C=C\C/C=C\CCCCCC(=O)OC[C@H](COP(=O)(O)OC[C@@H](C(=O)O)N)OC(=O)CCCCCCC/C=C\C/C=C\C/C=C\CC 1-(7Z,10Z,13Z,16Z-docosatetraenoyl)-2-(9Z,12Z,15Z-octadecatrienoyl)-glycero-3-phosphoserine